COC1=CC=C(C=C1)N The molecule is a substituted aniline that is aniline in which the hydrogen para to the amino group has been replaced by a methoxy group. It is used as a reagent for the detection of oxidation products such as aldehydes and ketones in fats and oils. It has a role as a reagent and a genotoxin. It is a member of methoxybenzenes, a substituted aniline and a primary amino compound.